BrC=1C=C2CCNC(C2=CC1)C(F)(F)F 6-bromo-1-(trifluoromethyl)-1,2,3,4-tetrahydroisoquinoline